FC1=C2C=CN(C2=C(C=C1)C(=O)NC1CC2(CCC2)C1)CC1=CC=C(C=C1)N1CCOCC1 (Sa)-6-(4-fluoro-1-(4-morpholinobenzyl)-1H-indole-7-carboxamido)spiro[3.3]heptane